CN(C)\C=C\1/C(N(CC1=O)C(=O)OCC1=CC=CC=C1)C Benzyl (E)-3-((dimethylamino) methylene)-2-methyl-4-oxopyrrolidine-1-carboxylate